(S)-5-cyclopropyl-1-(5-((4-isobutyl-3-methylpiperazin-1-yl)methyl)pyrazolo[1,5-a]pyridin-3-yl)pyrimidine-2,4(1H,3H)-dione C1(CC1)C=1C(NC(N(C1)C=1C=NN2C1C=C(C=C2)CN2C[C@@H](N(CC2)CC(C)C)C)=O)=O